6-Fluoro-1-methyl-1,2-dihydro-3H-benzo[e]indole-3-carboximidamide 2,2,2-trifluoroacetic acid salt tert-Butyl-6-fluoro-1-methyl-1,2-dihydro-3H-benzo[e]indole-3-carboxylate C(C)(C)(C)OC(=O)N1CC(C=2C3=C(C=CC12)C(=CC=C3)F)C.FC(C(=O)O)(F)F.FC3=CC=CC=1C=2C(CN(C2C=CC13)C(N)=N)C